OC1=C(C=CC=C1)/N=N/C=1C=CC(=C(C(=O)OC(C)(C)C)C1)OCOC tert-butyl (E)-5-((2-hydroxyphenyl)diazenyl)-2-((methoxymethyl)oxy)benzoate